C(C)(C)(C)C=1C=C(C=CC1)C1=CC(=CC(=C1)C(C)(C)C)C(C)(C)C (3,3',5'-tri-tert-butyl)-1,1'-biphenyl